N-[3-(5-{2-[(3,3-dimethyl-1-oxo-1,3-dihydro-2-benzofuran-5-yl)amino]-4-{[(1S)-2-hydroxy-1-phenylethyl]amino}pyrimidin-5-yl}-1,2,4-oxadiazol-3-yl)bicyclo[1.1.1]pentan-1-yl]acetamide CC1(OC(C2=C1C=C(C=C2)NC2=NC=C(C(=N2)N[C@H](CO)C2=CC=CC=C2)C2=NC(=NO2)C21CC(C2)(C1)NC(C)=O)=O)C